tert-butyl-(R)-4-(4-(2-(2-aminothiazol-4-yl)pyrrolidin-1-yl)-3-chlorophenoxy)piperidine C(C)(C)(C)N1CCC(CC1)OC1=CC(=C(C=C1)N1[C@H](CCC1)C=1N=C(SC1)N)Cl